3-((4-(2-(2-aminopyridin-3-yl)-5-phenyl-3H-imidazo[4,5-b]pyridin-3-yl)benzyl)amino)-4-hydroxycyclobut-3-ene-1,2-dione NC1=NC=CC=C1C1=NC=2C(=NC(=CC2)C2=CC=CC=C2)N1C1=CC=C(CNC=2C(C(C2O)=O)=O)C=C1